6-Amino-2-(hydrazincarbonyl)-1,3-dioxobenzo[de]isoquinoline-5,8-disulfonat NC=1C(=CC=2C(N(C(C3=CC(=CC1C23)S(=O)(=O)[O-])=O)C(=O)NN)=O)S(=O)(=O)[O-]